C1=CC=CC=2SC=3C=CCC(C3SC12)=O thianthrene-9-one